BrC1=CC=C(C=C1)C(C)(C)C=1N=C(SC1)NC(=O)NC(C)C1=CC(=C(C(=C1)F)N1CCNCC1)F 1-(4-(2-(4-bromophenyl)propan-2-yl)thiazol-2-yl)-3-(1-(3,5-difluoro-4-(piperazin-1-yl)phenyl)ethyl)urea